NCCCCOC1=CC=C(C=C1)C1C(NC(CC1)=O)=O 3-(4-(4-aminobutoxy)phenyl)piperidine-2,6-dione